2-{3-[3-(methylamino)pyrrolidin-1-yl]-1,2,4-triazin-6-yl}-5-(2H-1,2,3-triazol-2-yl)phenol tri-hydrochloride Cl.Cl.Cl.CNC1CN(CC1)C=1N=NC(=CN1)C1=C(C=C(C=C1)N1N=CC=N1)O